C(CCCCCCCCC)(=O)OCC(COC(NC1CN(C1)CCF)=O)OC(CCCCCCCCC)=O.C[C@@H]1CN(C[C@@H](O1)CN1CCNCC1)C1=CC=NC2=CC=CC=C12 4-[(2R,6S)-2-methyl-6-(piperazin-1-ylmethyl)morpholin-4-yl]Quinoline 3-(((1-(2-fluoroethyl)azetidin-3-yl)carbamoyl)oxy)propane-1,2-diyl bis(decanoate)